9-(2,4-difluorophenyl)-2,3-dimethyl-7-(2-(tetrahydrofuran-3-yl)tetrahydro-2H-pyran-4-yl)-4H-pyrazino[1,2-a]pyrimidin-4-one FC1=C(C=CC(=C1)F)C1=NC(=CN2C1=NC(=C(C2=O)C)C)C2CC(OCC2)C2COCC2